(3R)-3-methyl-5-oxo-piperazine-1-carboxylate C[C@@H]1CN(CC(N1)=O)C(=O)[O-]